ClCCCOC1=CC=C(C=C1)C=1N(C2=CC=C(C=C2C(C1OC)=O)[N+](=O)[O-])C (4-(3-chloropropoxy)phenyl)-3-methoxy-1-methyl-6-nitroquinolin-4(1H)-one